CC=1C=C(NC=2C3=C(N=CN2)C=CC(=N3)C3CN(CCC3)C(=O)OC(C)(C)C)C=CC1OC1=CC=3N(C=C1)N=CN3 tert-butyl 3-[4-[3-methyl-4-([1,2,4]triazolo[1,5-a]pyridin-7-yloxy)anilino]pyrido[3,2-d]pyrimidin-6-yl]piperidine-1-carboxylate